N1N=CC(=C1)C1=C2C(=NC=C1)C(=NN2C2CN(C2)C(C(=C)F)=O)C2=CC=C(C=C2)C(F)(F)F 1-(3-(7-(1H-pyrazol-4-yl)-3-(4-(trifluoromethyl)phenyl)-1H-pyrazolo[4,3-b]pyridin-1-yl)azetidin-1-yl)-2-fluoroprop-2-en-1-one